C1(=CC=CC=C1)SC(C(F)(F)F)(C(C(C(F)(F)F)(F)F)(F)F)C(F)(F)F (1,1,1,3,3,4,4,5,5,5-decafluoro-2-trifluoromethyl-pent-2-yl) (phenyl) thioether